C1(=CC(=CC=C1)C1=CN=C(C=2N1C=CN2)NC2=CC=C(C=C2)C2CCN(CC2)C(=O)OC(C)(C)C)C tert-Butyl 4-(4-((5-(m-tolyl)imidazo[1,2-a]pyrazin-8-yl)amino)phenyl)piperidine-1-carboxylate